6-[2-(azetidin-3-yl)ethynyl]-7-[2,4-difluoro-6-(2-methoxyethoxy)phenyl]-4-(1-methylindazol-5-yl)thieno[3,2-c]pyridine N1CC(C1)C#CC1=C(C2=C(C(=N1)C=1C=C3C=NN(C3=CC1)C)C=CS2)C2=C(C=C(C=C2OCCOC)F)F